FC(C=1C=NC(=NC1)N1CCN(CC1)C(=O)[C@@H]1CN(CCO1)C(=O)OC(C)(C)C)(F)F tert-butyl (S)-2-(4-(5-(trifluoromethyl)pyrimidin-2-yl)piperazine-1-carbonyl)morpholine-4-carboxylate